N-(2,4-dimethoxybenzyl)-4-(((1S,2S)-2-(dimethylamino)cyclohexyl)amino)-2-fluoro-N-(6-methoxybenzo[d]thiazol-2-yl)benzenesulfonamide COC1=C(CN(S(=O)(=O)C2=C(C=C(C=C2)N[C@@H]2[C@H](CCCC2)N(C)C)F)C=2SC3=C(N2)C=CC(=C3)OC)C=CC(=C1)OC